FC=1C=C(C=CC1O)CCC(=O)NC1=C(C(=O)O)C=CC=C1 2-(3-(3-fluoro-4-hydroxy-phenyl)-propionamido)-benzoic acid